(2r,6s)-4-(6-chloro-2-cyclopropyl-5-methoxypyrimidin-4-yl)-2,6-dimethylmorpholine ClC1=C(C(=NC(=N1)C1CC1)N1C[C@H](O[C@H](C1)C)C)OC